Methyl 1-(3-(5-fluoro-1-methyl-2-oxo-1,2-dihydropyridin-4-yl)ureido)cyclopropane-1-carboxylate FC=1C(=CC(N(C1)C)=O)NC(NC1(CC1)C(=O)OC)=O